C(C)(=O)N[C@@H](CSCCC(N)=O)C(=O)O N-acetyl-S-(2-carbamoylethyl)-L-cysteine